5-ethyloxolan-2-one C(C)C1CCC(O1)=O